2-(N-methylacetamido)-4-nitropyridine 1-oxide CN(C(C)=O)C1=[N+](C=CC(=C1)[N+](=O)[O-])[O-]